8-[2-(4-Hydroxy-5-methyl-2-propyl-pyrazol-3-yl)oxazol-4-yl]-3-methyl-pyrrolo[1,2-a]pyrazine-6-carboxamide OC1=C(N(N=C1C)CCC)C=1OC=C(N1)C=1C=C(N2C1C=NC(=C2)C)C(=O)N